1-(2-(hydroxymethyl)-6-methylimidazo[1,2-a]pyridin-8-yl)-3-methylimidazolidine-2,4-dione OCC=1N=C2N(C=C(C=C2N2C(N(C(C2)=O)C)=O)C)C1